4,4'-Diaminodicyclohexylmethan C1CC(CCC1CC2CCC(CC2)N)N